N,N'-bis(naphthalene-1-yl)-N,N'-bis(phenyl)-2,2'-diphenyl-benzidine C1(=CC=CC2=CC=CC=C12)N(C1=CC(=C(C=C1)C1=C(C=C(N(C2=CC=CC=C2)C2=CC=CC3=CC=CC=C23)C=C1)C1=CC=CC=C1)C1=CC=CC=C1)C1=CC=CC=C1